methyl 2-(7-bromo-2,3-dihydro-1,4-benzoxazin-4-yl)acetate BrC1=CC2=C(N(CCO2)CC(=O)OC)C=C1